FC(C(=O)O)(F)F.NCC(CC=1N(C(NN1)=O)CC=1SC(=CC1)C=1C=NC(=CC1)OC)=C(F)F [2-(aminomethyl)-3,3-difluoro-allyl]-4-[[5-(6-methoxy-3-pyridinyl)-2-thienyl]methyl]-1,2,4-triazol-3-one trifluoroacetate salt